2-(1-hydroxyethyl-1H-pyrazol-4-yl)-1H-pyrrole OC(C)N1N=CC(=C1)C=1NC=CC1